N-(2-ethylbutyl)undecane-1,11-diamine C(C)C(CNCCCCCCCCCCCN)CC